(+)-CEDROL C[C@@H]1CC[C@@H]2[C@]13CC[C@@]([C@H](C3)C2(C)C)(C)O